cis-(2S)-3-methyl-2-[methyl-[3-(3,3,3-trifluoroprop-1-ynyl)cyclobutanecarbonyl]amino]butanoic acid CC([C@@H](C(=O)O)N(C(=O)[C@@H]1C[C@@H](C1)C#CC(F)(F)F)C)C